4-(4-oxo-1-piperidinyl)indoline-1-carboxylic acid benzyl ester C(C1=CC=CC=C1)OC(=O)N1CCC2=C(C=CC=C12)N1CCC(CC1)=O